tert-butyl ((2-(6-((3S,4r,5R)-4-hydroxy-3,5-dimethylpiperidin-1-yl)pyridin-2-yl)-1,6-naphthyridin-7-yl)methyl)carbamate OC1[C@H](CN(C[C@H]1C)C1=CC=CC(=N1)C1=NC2=CC(=NC=C2C=C1)CNC(OC(C)(C)C)=O)C